5-chloro-4-(cyclopentylmethoxy)-2-fluoro-N-((3-(methylamino)azetidin-1-yl)sulfonyl)benzamide formate C(=O)O.ClC=1C(=CC(=C(C(=O)NS(=O)(=O)N2CC(C2)NC)C1)F)OCC1CCCC1